4-(3-trifluoromethylphenyl)-2-hydrazinothiazole FC(C=1C=C(C=CC1)C=1N=C(SC1)NN)(F)F